C(C=1C(C(=O)[O-])=CC=CC1)(=O)OCCCC butyl phthalate